(R)-5-methyl-6-(1-(3-methylbenzo[d]isoxazol-5-yl)ethyl)-2-phenyl-3-(piperidin-1-yl)pyrazolo[1,5-a]pyrimidin-7(4H)-one CC=1NC=2N(C(C1[C@H](C)C=1C=CC3=C(C(=NO3)C)C1)=O)N=C(C2N2CCCCC2)C2=CC=CC=C2